(Z)-1-(2-bromo-4-(1-(4-(trifluoromethoxy)phenyl)-1H-1,2,4-triazol-3-yl)phenyl)-3-(3-(5-methyl-2-(2,2,2-trifluoroethoxy)phenyl)-4-oxothiazolidin-2-ylidene)urea BrC1=C(C=CC(=C1)C1=NN(C=N1)C1=CC=C(C=C1)OC(F)(F)F)NC(=O)\N=C\1/SCC(N1C1=C(C=CC(=C1)C)OCC(F)(F)F)=O